4-[[5-Chloro-2-[2-methoxy-4-(trifluoromethoxy)phenoxy]benzoyl]amino]-5-methylpyridine-2-carboxamide ClC=1C=CC(=C(C(=O)NC2=CC(=NC=C2C)C(=O)N)C1)OC1=C(C=C(C=C1)OC(F)(F)F)OC